7-((3S,4R)-4-((4-chloro-2-methoxyphenyl)amino)-3-methyl-piperidin-1-yl)-2,4-dimethyl-5-oxo-4,5-dihydrothiazolo[5,4-b]pyridine-6-carbonitrile ClC1=CC(=C(C=C1)N[C@H]1[C@H](CN(CC1)C=1C2=C(N(C(C1C#N)=O)C)SC(=N2)C)C)OC